BrC=1C=CC=2N(C(C=C(N2)C2=CC(=C(C=C2)OC)F)=O)C1 7-bromo-2-(3-fluoro-4-methoxyphenyl)-4H-pyrido[1,2-a]pyrimidin-4-one